BrC1=C(C=CC=C1)N1C(CCC1=O)C1=CC=C(C=C1)C1=CC=C(C=C1)C(=O)[O-] 4'-(1-(2-bromophenyl)-5-oxopyrrolidin-2-yl)-[1,1'-biphenyl]-4-carboxylate